C(C)(C)(C)OC(=O)NC(C(=O)[O-])CCCO (Tert-butoxycarbonyl)amino-5-hydroxypentanoate